benzyl N-(3-chloro-4-formyl-cyclohept-3-en-1-yl)carbamate ClC=1CC(CCCC1C=O)NC(OCC1=CC=CC=C1)=O